C(C)SC1=CC(=C(C(=O)NC2=NC(=CC(=C2)C)N2C[C@H](OCC2)C)C=C1C)N1CCC2(CC2)CC1 (R)-4-(ethylsulfanyl)-5-methyl-N-(4-methyl-6-(2-methylmorpholino)pyridin-2-yl)-2-(6-azaspiro[2.5]oct-6-yl)benzamide